Tantalum iron [Fe].[Ta]